4-chloro-3-(oxetan-3-yl)-1-tetrahydropyran-2-yl-pyrazolo[4,3-c]Pyridine ClC1=NC=CC2=C1C(=NN2C2OCCCC2)C2COC2